2-(2-methyl-1-p-benzenesulfonyl-1H-pyrrolo[2,3-c]pyridin-3-yl)ethane-1-amine CC1=C(C=2C(=CN=CC2)N1S(=O)(=O)C1=CC=CC=C1)CCN